C=1(C(=CC=CC1)B(O)O)C=1C(=CC=CC1)C1=CC=CC=C1 terphenyl-boronic acid